BrC1=C(C(=CC=2CC3C(C12)C3)F)C=O 2-bromo-4-fluoro-1,1a,6,6a-tetrahydrocyclopropa[a]indene-3-carbaldehyde